FC(N1N=CC(=C1)C=1C=CC=2N(N1)C(=CN2)C2=CC=CC(=N2)N[C@H]2CNC[C@@H]2F)F 6-(6-(1-(difluoromethyl)-1H-pyrazol-4-yl)imidazo[1,2-b]pyridazin-3-yl)-N-((3S,4S)-4-fluoropyrrolidin-3-yl)pyridin-2-amine